tert-butyl 4-(5-chloro-4-hydroxy-pyrimidin-2-yl)piperidine-1-carboxylate ClC=1C(=NC(=NC1)C1CCN(CC1)C(=O)OC(C)(C)C)O